(5-(6-chloropyridin-2-yl)thiazol-2-yl)-3-hydroxy-1-methylpyrrolidin-2-one ClC1=CC=CC(=N1)C1=CN=C(S1)C1(C(N(CC1)C)=O)O